bis(4-carboxyphenyl)(4,4'-bipyridine) dichloride [Cl-].[Cl-].C(=O)(O)C1=CC=C(C=C1)C=1C(=NC=CC1C1=CC=NC=C1)C1=CC=C(C=C1)C(=O)O